N1C(CC=2C1=NC=CC2)=O 2H,3H-pyrrolo[2,3-b]pyridin-2-one